(R)-4-((3-(dimethylamino)propyl)amino)-N-(1-(2-methyl-3-(trifluoromethyl)phenyl)ethyl)-6-oxo-1-(tetrahydro-2H-pyran-4-yl)-1,6-dihydropyridine-3-carboxamide CN(CCCNC=1C(=CN(C(C1)=O)C1CCOCC1)C(=O)N[C@H](C)C1=C(C(=CC=C1)C(F)(F)F)C)C